1,5-bis-(2-furyl)-1,4-pentadien-3-one O1C(=CC=C1)C=CC(C=CC=1OC=CC1)=O